C(C)OC(=O)[C@H]1C[C@@H]([C@H](C1)F)N (1S,3S,4S)-3-amino-4-fluorocyclopentane-1-carboxylic acid ethyl ester